C(#C)C1=C2C(=CC(=CC2=CC=C1F)C(C#N)(C)C)C1=C(C=2N=C(N=C(C2C=N1)N(C[C@@H]1NCCC1)C)N1CCN(CC1)C)F (R)-2-(5-ethynyl-6-fluoro-4-(8-fluoro-4-(methyl(pyrrolidin-2-ylmethyl)amino)-2-(4-methylpiperazin-1-yl)pyrido[4,3-d]pyrimidin-7-yl)naphthalen-2-yl)-2-methylpropanenitrile